FC(CN1N=NC=C1C(=O)OCC)(F)F Ethyl 1-(2,2,2-trifluoroethyl)-1H-1,2,3-triazole-5-carboxylate